[Si](C1=CC=CC=C1)(C1=CC=CC=C1)(C(C)(C)C)OC([C@@]12C[C@@](CN2C(CC1)=O)([2H])F)([2H])[2H] (6R,7aS)-7a-(((tert-butyldiphenylsilyl)oxy)methyl-d2)-6-fluorohexahydro-3H-pyrrolizin-3-one-6-d